O1C(OCCC1)C1=CN=C(S1)C(=O)O 5-(1,3-dioxan-2-yl)thiazole-2-carboxylic acid